2-(2-(cyclopropanesulfonamido)pyrimidin-4-yl)-N-(2-fluoro-4-(5-isopropoxypyridin-3-yl)phenyl)-2-methylpropanamide C1(CC1)S(=O)(=O)NC1=NC=CC(=N1)C(C(=O)NC1=C(C=C(C=C1)C=1C=NC=C(C1)OC(C)C)F)(C)C